C(C1=CC=CC=C1)(=O)NCCC benzoyl-n-propylamine